4-morpholino-N-[5-(4-pyridyl)-1H-pyrazol-3-yl]furo[3,2-d]pyrimidin-2-amine O1CCN(CC1)C=1C2=C(N=C(N1)NC1=NNC(=C1)C1=CC=NC=C1)C=CO2